2-methyl-6-bromo-4-methoxypyrazolo[1,5-a]Pyridine CC1=NN2C(C(=CC(=C2)Br)OC)=C1